C(=O)O.C(C)P(CC)(CC)CC tetraethyl-phosphine formate